C(C)OC(=O)C1OC2=C(C1(C)C)C=C(C=C2)S(N(CCC2C(C=CC=C2)=O)CC2=CC(=CC=C2)N2CCOCC2)(=O)=O 3-methyl-5-(N-(3-morpholinobenzyl)-N-(2-oxo-phenylethyl)sulfamoyl)-3-methylbenzofuran-2-carboxylic acid ethyl ester